7-fluoro-8-(5-fluoro-2-methoxy-4-nitrophenoxymethyl)quinoline FC1=CC=C2C=CC=NC2=C1COC1=C(C=C(C(=C1)F)[N+](=O)[O-])OC